(R)-N-(3-(2-chloro-1-hydroxyethyl)-2,6-difluorophenyl)acetamide ClC[C@H](O)C=1C(=C(C(=CC1)F)NC(C)=O)F